N-(3,5-dichloro-4-((1-ethyl-1H-benzo[d]imidazol-6-yl)oxy)phenyl)-5-oxo-4,5-dihydro-1,2,4-oxadiazole-3-carboxamide ClC=1C=C(C=C(C1OC=1C=CC2=C(N(C=N2)CC)C1)Cl)NC(=O)C1=NOC(N1)=O